2-[(5Z)-6-iodo-hex-5-en-1-yl]-2,3-dihydro-1H-isoindole-1,3-dione I\C=C/CCCCN1C(C2=CC=CC=C2C1=O)=O